2-(2,6-dimethylpyrimidin-4-yl)-6-[1-(oxetan-3-yl)-1H-pyrazolo[3,4-b]pyrazin-6-yl]-2,6-diazaspiro[3.4]octane CC1=NC(=CC(=N1)N1CC2(C1)CN(CC2)C2=CN=C1C(=N2)N(N=C1)C1COC1)C